4-Chloro-N-[(3,5-difluoropyridin-2-yl)methyl]-2-[(3R)-3-methyl-[1,4'-bipiperidin]-1'-yl]-1,3-thiazole-5-carboxamide ClC=1N=C(SC1C(=O)NCC1=NC=C(C=C1F)F)N1CCC(CC1)N1C[C@@H](CCC1)C